N-(Oxetan-3-yl)-3-(((1S,3S)-3-((2-oxo-3-(trifluoromethoxy)-2H-[1,3'-bipyridin]-6'-yl)amino)cyclopentyl)amino)-1,2,4-triazine-6-carboxamide O1CC(C1)NC(=O)C1=CN=C(N=N1)N[C@@H]1C[C@H](CC1)NC1=CC=C(C=N1)N1C(C(=CC=C1)OC(F)(F)F)=O